(E)-1-(3,4-difluoro-2-methoxyphenyl)-N-(2,4-dimethoxybenzyl)methanimine oxide FC=1C(=C(C=CC1F)\C=[N+](/CC1=C(C=C(C=C1)OC)OC)\[O-])OC